6-ethyl-5-(((6aR,8R)-2-(3-fluoro-2-hydroxyphenyl)-6a-(fluoromethyl)-5,6,6a,7,8,9-hexahydropyrrolo[1',2':4,5]pyrazino[2,3-c]pyridazin-8-yl)oxy)pyrazine-2-carbaldehyde C(C)C1=C(N=CC(=N1)C=O)O[C@@H]1C[C@]2(N(C=3C(=NN=C(C3)C3=C(C(=CC=C3)F)O)NC2)C1)CF